NC1=CC=C(C(=C1C1=CC(N2[C@@H](C[C@@H](C2=C1)C)C(=O)OCC(=O)C1=CC=C(C=C1)NS(=O)(=O)C)=O)F)Cl 2-(4-(methylsulfonamido)phenyl)-2-oxoethyl (1S,3S)-7-(6-amino-3-chloro-2-fluorophenyl)-1-methyl-5-oxo-1,2,3,5-tetrahydroindolizine-3-carboxylate